C(C)(=O)N[C@H]1[C@H](OC2=CC=C(C=C2)[N+](=O)[O-])O[C@@H]([C@H]([C@@H]1O[C@H]1[C@H](O)[C@@H](O)[C@@H](O)[C@H](O1)CO)O)CO 4-nitrophenyl 2-acetamido-2-deoxy-3-O-(β-D-galactopyranosyl)-β-D-glucopyranoside